CC(C)(C)[Li] 1,1-dimethyl-ethyl-lithium